N(=[N+]=[N-])C1=C(NC2=CC=CC=C12)C(=O)O azidoindolic acid